(±)-cis-N-[8-amino-6-(5-fluoro-4-methyl-3-pyridyl)-3-isoquinolinyl]-2-fluoro-cyclopropanecarboxamide NC=1C=C(C=C2C=C(N=CC12)NC(=O)[C@H]1[C@H](C1)F)C=1C=NC=C(C1C)F |r|